4-(4-chlorothieno[2,3-b]pyridin-2-yl)but-3-yn-1-ol ClC1=C2C(=NC=C1)SC(=C2)C#CCCO